O=C1NC(CCC1N1C(C2=CC=CC(=C2C1=O)C#CCCCCCN1CCN(CC1)C1=CC=C(N=N1)C(=O)N1CCC(CC1)CCCCNC(\C=C\C=1C=NC=CC1)=O)=O)=O (E)-N-(4-(1-(6-(4-(7-(2-(2,6-dioxopiperidin-3-yl)-1,3-dioxoisoindolin-4-yl)hept-6-yn-1-yl)piperazin-1-yl)pyridazine-3-carbonyl)piperidin-4-yl)butyl)-3-(pyridin-3-yl)acrylamide